OC=1C=C(C=CC1)\C=C/1\C(=C(C(O1)=O)C1=CC=CC=C1)C1=CC=C(C=C1)S(=O)(=O)C (5Z)-5-(3-hydroxyphenylmethylene)-4-(4-(methylsulfonyl)phenyl)-3-phenylfuran-2(5H)-one